chloro-5'-methoxy-6-methyl-N-(5-(((3s,4r)-4-methyltetrahydrofuran-3-yl)methoxy)-1,3,4-thiadiazol-2-yl)-(4,4'-bipyridyl)-3-carboxamide ClC1=NC(=CC(=C1C(=O)NC=1SC(=NN1)OC[C@@H]1COC[C@@H]1C)C1=CC=NC=C1OC)C